C(C=C)[C@H]1N(CCC1)C1=C(C=C(C(=N1)C=1OC(=NN1)C(C(F)(F)F)(O)C1=NC=CC(=C1)Br)NC(OC(C)(C)C)=O)C(F)(F)F tert-Butyl N-[6-[(2S)-2-allylpyrrolidin-1-yl]-2-[5-[1-(4-bromo-2-pyridyl)-2,2,2-trifluoro-1-hydroxy-ethyl]-1,3,4-oxadiazol-2-yl]-5-(trifluoromethyl)-3-pyridyl]carbamate